Ethyl 2-acetamido-6-(3-acetoxypropyl)-7-oxo-6-phenyl-4,5,6,7-tetrahydrobenzo[b]thiophene-3-carboxylate C(C)(=O)NC1=C(C2=C(S1)C(C(CC2)(C2=CC=CC=C2)CCCOC(C)=O)=O)C(=O)OCC